1-(((3S)-1-((3-cyano-1-azetidinyl)sulfonyl)-3-piperidinyl)carbonyl)-N-(3-fluorobenzyl)-D-prolinamide C(#N)C1CN(C1)S(=O)(=O)N1C[C@H](CCC1)C(=O)N1[C@H](CCC1)C(=O)NCC1=CC(=CC=C1)F